NC1(CCN(CC1)C([C@@H](CCCCN)NC(C(CCCCF)NC([C@@H](CC1=CC=CC=C1)NC([C@@H](CC1=CC=CC=C1)N)=O)=O)=O)=O)C(=O)[O-] 4-amino-1-[(2R)-6-amino-2-[[2-[[(2R)-2-[[(2R)-2-amino-3-phenyl-propanoyl]amino]-3-phenyl-propanoyl]amino]-6-fluoro-hexanoyl]amino]hexanoyl]piperidine-4-carboxylate